C1(=CC=C(C=C1)[C@@H]([C@@H](C(=O)N(C)C)NC1=CC=CC=C1)C)C1=CC=CC=C1 (2S,3S)-3-([1,1'-Biphenyl]-4-yl)-N,N-dimethyl-2-(phenylamino)butanamide